5'-O-(4,4'-dimethoxytrityl)-N6-(hex-5-yn-1-yl)-N6-acetyl-2'-deoxyadenosine COC1=CC=C(C(C2=CC=C(C=C2)OC)(C2=CC=CC=C2)OC[C@@H]2[C@H](C[C@@H](O2)N2C=NC=3C(N(C(C)=O)CCCCC#C)=NC=NC23)O)C=C1